2-amino-3'-methoxy-2',6'-dimethyl-5-(pyridin-4-yl)-[1,1'-biphenyl]-3-carboxamide NC1=C(C=C(C=C1C(=O)N)C1=CC=NC=C1)C1=C(C(=CC=C1C)OC)C